(2R,3R,4S,5S)-2-(4-amino-7H-pyrrolo[2,3-d]pyrimidin-7-yl)-5-((S)-5-chloro-1,3-dihydroisobenzofuran-1-yl)tetrahydrofuran-3,4-diol NC=1C2=C(N=CN1)N(C=C2)[C@@H]2O[C@@H]([C@H]([C@H]2O)O)[C@H]2OCC1=CC(=CC=C21)Cl